ClCC1=NN(C(=C1)C)COCC[Si](C)(C)C 3-(chloromethyl)-5-methyl-1-((2-(trimethylsilyl)ethoxy)methyl)-1H-pyrazole